COC(=O)C=1C=C2C(=NN(C2=CC1)C)N1CCC(CC1)CN1CCN(CC1)C(=O)OC(C)(C)C.FC(C(=O)NN)(C=1C=CC=2N(C1)C=CN2)F 2,2-difluoro-2-(imidazo[1,2-a]pyridin-6-yl)acetylhydrazine methyl-3-(4-{[4-(tert-butoxycarbonyl)piperazin-1-yl]methyl}piperidin-1-yl)-1-methylindazole-5-carboxylate